N-(3-(1-(cyclohexyl)vinyl)-5-isopropyl-[1,1'-biphenyl]-4-yl)benzamide C1(CCCCC1)C(=C)C=1C=C(C=C(C1NC(C1=CC=CC=C1)=O)C(C)C)C1=CC=CC=C1